2-(2-((benzyloxycarbonyl)(methyl)amino)phenyl)-2,2-difluoroacetic acid C(C1=CC=CC=C1)OC(=O)N(C1=C(C=CC=C1)C(C(=O)O)(F)F)C